C(C1=CC=CC=C1)N(C/C=C/C(=O)N1CC2=C([C@@H](C1)C1=C(C=CC=C1)C=1C(=NN(C1)CC)C(F)(F)F)C=C(S2)C#N)C (S,E)-6-(4-(benzyl(methyl)amino)but-2-enoyl)-4-(2-(1-ethyl-3-(trifluoromethyl)-1H-pyrazol-4-yl)phenyl)-4,5,6,7-tetrahydrothieno[2,3-c]pyridine-2-carbonitrile